3-((5-((8-(3-Acrylamidophenyl)-7-fluoroquinazolin-2-yl)amino)pyridin-2-yl)amino)azetidine-1-carboxylic acid tert-butyl ester C(C)(C)(C)OC(=O)N1CC(C1)NC1=NC=C(C=C1)NC1=NC2=C(C(=CC=C2C=N1)F)C1=CC(=CC=C1)NC(C=C)=O